methyl (1r,4r)-4-(3-chloroanilino)-2'-[(E)-2-ethoxyethenyl]spiro[cyclohexane-1,1'-indene]-4-carboxylate ClC=1C=C(NC2(CCC3(C(=CC4=CC=CC=C34)\C=C\OCC)CC2)C(=O)OC)C=CC1